FC=1C=C(OC=2C=C3C(=NNC3=CC2)C#CC2=NC=CC=C2)C=C(C1)F 5-(3,5-Difluorophenoxy)-3-(pyridin-2-ylethynyl)-1H-indazole